6-ethoxy-4-(6-(4-((6-methoxypyridazin-3-yl)oxy)piperidin-1-yl)pyridin-3-yl)pyrazolo[1,5-a]pyridine-3-carbonitrile C(C)OC=1C=C(C=2N(C1)N=CC2C#N)C=2C=NC(=CC2)N2CCC(CC2)OC=2N=NC(=CC2)OC